C=C(C(=O)[O-])C(=O)[O-] methylenemalonate